COC1=C(C=C2C(=NC=NC2=C1)C1=CC=C(C=C1)NC(CC1=CC=C(C=C1)C(F)(F)F)=O)OC1COCC1 N-(4-(7-methoxy-6-((tetrahydrofuran-3-yl)oxy)quinazolin-4-yl)phenyl)-2-(4-(trifluoromethyl)phenyl)acetamide